BrC1=CC(=C(C=C1F)/N=C/N(C)C)I (E)-N'-(4-bromo-5-fluoro-2-iodophenyl)-N,N-dimethylmethaneimidamide